NC1CN(C1)C=1N=C(C(=C(C(=O)O)C1)C1=CC(=C(C=C1)OC)F)C1=CC(=C(C=C1)C#N)F 6-(3-Aminoazetidin-1-yl)-2-(4-cyano-3-fluorophenyl)-3-(3-fluoro-4-methoxyphenyl)isonicotinic acid